1-methyl-6-oxo-1,6-dihydropyrimidine-5-carboxylic acid CN1C=NC=C(C1=O)C(=O)O